C(CCCCCC)C(CCCCCCC)OC(CCCCCC(=O)O)=O 7-(1-heptyloctoxy)-7-oxo-heptanoic acid